tungsten diselenide [W](=[Se])=[Se]